(5S,7S)-7-fluoro-5-(3-chlorophenyl)-6,7-dihydro-5H-pyrrolo[1,2-b][1,2,4]triazole-2-thiol F[C@H]1C[C@H](N2N=C(N=C21)S)C2=CC(=CC=C2)Cl